((1r,3r)-3-(4-(1-(4-((6-(1-hydroxyethyl)pyridazin-3-yl)oxy)phenyl)cyclopentyl)phenoxy)cyclobutyl)tert-butyl carbamate C(N)(OC(CC1CC(C1)OC1=CC=C(C=C1)C1(CCCC1)C1=CC=C(C=C1)OC=1N=NC(=CC1)[C@@H](C)O)(C)C)=O